C(C)(C)(C)N(C(O)=O)C[C@@H]1CN(CCC1)CC1=C(C=CC(=C1)Cl)OCC.C1(CCC1)N1C(N(CC1)C1CNCCC1)=O 1-cyclobutyl-3-(piperidin-3-yl)imidazolin-2-one tert-butyl-(S)-((1-(5-chloro-2-ethoxybenzyl)piperidin-3-yl)methyl)carbamate